FC([C@@H](O[P@](=O)(OC1=CC=CC2=CC=CC=C12)N[C@@H](C)C(=O)OCC(CC)CC)[C@H]1O[C@H](C[C@@H]1O)N1C(NC(C(=C1)F)=O)=O)F 2-ethylbutyl ((S)-((S)-2,2-difluoro-1-((2S,3S,5R)-5-(5-fluoro-2,4-dioxo-3,4-dihydropyrimidin-1(2H)-yl)-3-hydroxytetrahydrofuran-2-yl)ethoxy)(naphthalen-1-yloxy)phosphoryl)-L-alaninate